FC1(CN(C[C@@H]1C)C=1C=2N(N=C(C1)C=1C(NC(NC1)=O)=O)C(=CN2)F)F (S)-5-(8-(3,3-difluoro-4-methylpyrrolidin-1-yl)-3-fluoroimidazo[1,2-b]pyridazin-6-yl)pyrimidine-2,4(1H,3H)-dione